N1(C(=CCC1)C(=O)OC)C(=O)OCC1=CC=CC=C1 1-benzyl 2-methyl (S)-pyrrolin-1,2-diformate